(R or S)-3-(4-(5-chloro-6-(4-(3-methyloxetan-3-yl)piperazin-1-yl)-1H-indazol-1-yl)-1H-pyrazol-1-yl)-1-methylpyrrolidin-2-one ClC=1C=C2C=NN(C2=CC1N1CCN(CC1)C1(COC1)C)C=1C=NN(C1)[C@H]1C(N(CC1)C)=O |o1:26|